(3R)-2-(tert-Butoxycarbonyl)-11,11-difluoro-3-methyl-1,3,4,7,8,9,10,11-octahydro-2H-pyrido[4',3':3,4]pyrazolo[1,5-a]azepine-8-carboxylic acid C(C)(C)(C)OC(=O)N1CC=2C(=NN3C2C(CCC(C3)C(=O)O)(F)F)C[C@H]1C